2-(4-aminopiperidin-1-yl)-N-(2-(4-ethylpiperazin-1-yl)benzyl)-9-isopropyl-9H-purin-6-amine NC1CCN(CC1)C1=NC(=C2N=CN(C2=N1)C(C)C)NCC1=C(C=CC=C1)N1CCN(CC1)CC